[N+](=O)([O-])C1=CC=C(C=C1)C(CCCC#N)=O 5-(4-Nitrophenyl)-5-oxovaleronitrile